tert-butyl N-[(E)-4-[3-[3-amino-4-(1-oxo-3,4-dihydro-2H-isoquinolin-6-yl) pyrazol-1-yl] anilino]-4-oxo-but-2-enyl]-N-methyl-carbamate NC1=NN(C=C1C=1C=C2CCNC(C2=CC1)=O)C=1C=C(NC(/C=C/CN(C(OC(C)(C)C)=O)C)=O)C=CC1